(2R)-N-((S)-(3-chloro-2,4-difluorophenyl)(3,3-dimethylcyclobutyl)methyl)-2-methyl-3-oxopiperazine-1-carboxamide ClC=1C(=C(C=CC1F)[C@@H](NC(=O)N1[C@@H](C(NCC1)=O)C)C1CC(C1)(C)C)F